2-(3-cyano-2-methyl-phenyl)-3-(2,6-dimethyl-4-pyridinyl)pyrazolo[1,5-a]pyrimidine-5-carboxylic acid C(#N)C=1C(=C(C=CC1)C1=NN2C(N=C(C=C2)C(=O)O)=C1C1=CC(=NC(=C1)C)C)C